OC[C@H]([C@@H](C)O)NC(C(=O)C1=C(C(=C(N1CCF)C)C(=O)NC1=CC(=C(C=C1)F)C)C)=O 5-(2-(((2R,3R)-1,3-dihydroxybutan-2-yl)amino)-2-oxoacetyl)-N-(4-fluoro-3-methylphenyl)-1-(2-fluoroethyl)-2,4-dimethyl-1H-pyrrole-3-carboxamide